ClC1=CC=C(C=C1)C1=NC(=NC(=C1)N1CCN(CC1)C1=C(C=CC=C1)F)C=1C=NC=CC1 4-(4-chlorophenyl)-6-(4-(2-fluorophenyl)piperazin-1-yl)-2-(pyridin-3-yl)pyrimidine